FC1=C(C=C(C=C1)C(F)(F)F)N=C=O 2-fluoro-5-(trifluoromethyl)phenylisocyanate